N2-(2-(1-(Cyclopropylsulfonyl)-1H-pyrazol-4-yl)pyrimidin-4-yl)-5-(1-(2,2-difluoroethyl)-1H-pyrazol-3-yl)-N4-isopropylpyridine-2,4-diamine C1(CC1)S(=O)(=O)N1N=CC(=C1)C1=NC=CC(=N1)NC1=NC=C(C(=C1)NC(C)C)C1=NN(C=C1)CC(F)F